[2''-((3-tert-butyl-2-hydroxy-5-methylphenyl)(3-methoxypropyl)amino)-2,4,5',6-tetramethyl-[1,1':3',1''-terphenyl]-2'-ol] hafnium [Hf].C(C)(C)(C)C=1C(=C(C=C(C1)C)N(C1=C(C=CC=C1)C=1C(=C(C=C(C1)C)C1=C(C=C(C=C1C)C)C)O)CCCOC)O